C(C)(C)(C)OC(=O)C1=NC2=C(N1)C=CC(=C2)NC([C@H](CC2=CC=CC=C2)N2C(C(N(CC2)C2=C(C=CC(=C2)Cl)N2N=NN=C2)=O)=O)=O (S)-5-(2-(4-(5-chloro-2-(1H-tetrazol-1-yl)phenyl)-2,3-dioxopiperazin-1-yl)-3-phenylpropionamido)-1H-benzo[d]imidazole-2-carboxylic acid tert-butyl ester